OC(COC=1C=C(C=CC1)O)COCCCCC 3-(2-hydroxy-3-(pentyloxy)propoxy)phenol